FC=1C(=CC=2C3=C(NC(C2C1)=O)COCC3N(C(=O)C=3C=C1C=C(C=CN1C3)C(F)F)C)F N-(8,9-difluoro-6-oxo-1,4,5,6-tetrahydro-2H-pyrano[3,4-c]isoquinolin-1-yl)-7-(difluoromethyl)-N-methylindolizine-2-carboxamide